S1C(=NC2=C1C=CC=C2)NC(=O)C=2C=CC=C1CCN(CC21)C2=CC=C(C(=N2)C(=O)OC(C)(C)C)C2=C(C(=CC=C2)OCC2CC1(C2)CCN(CC1)CC(OC)OCC)C tert-butyl 6-(8-(benzo[d]thiazol-2-ylcarbamoyl)-3,4-dihydroisoquinolin-2(1H)-yl)-3-(3-((7-(2-ethoxy-2-methoxyethyl)-7-azaspiro[3.5]nonan-2-yl)methoxy)-2-methylphenyl)picolinate